N-{1-[3-(1,1-difluoroethyl)-2-fluorophenyl]ethyl}-2-methylpropane-2-sulfinamide FC(C)(F)C=1C(=C(C=CC1)C(C)NS(=O)C(C)(C)C)F